Cl.NC1C=2C=CC(=NC2N(CC1)CC1=CC=CC=C1)P(O)(O)=O (5-amino-8-benzyl-5,6,7,8-tetrahydro-1,8-naphthyridin-2-yl)phosphonic acid hydrochloride